3-(2-(3-bromophenyl)oxetan-2-yl)-4-methyl-4H-1,2,4-triazole BrC=1C=C(C=CC1)C1(OCC1)C1=NN=CN1C